[5-(1-methoxycarbonyl-2-methyl-propyl)isoxazol-3-yl]oxyazetidine-1-carboxylate COC(=O)C(C(C)C)C1=CC(=NO1)OC1N(CC1)C(=O)[O-]